ClC1=C(C=CC(=C1)Cl)C1N(CCC1)C(=O)OCC1=CC=CC=C1 (phenmethyl) (2,4-dichlorophenyl 1-pyrrolidinecarboxylate)